FC(CN1CSCC1=O)(F)F 3-(2,2,2-trifluoroethyl)-1,3-thiazolidin-4-one